dihydrophenol C1C=CC=CC1O